3,4-Dihydronaphthalen C1=CCCC2=CC=CC=C12